ClC=1N=NC(=CC1C(=O)NCC1CN2C(CO1)CCC2)Cl 3,6-dichloro-N-(hexahydro-1H-pyrrolo[2,1-c][1,4]oxazin-3-ylmethyl)pyridazine-4-carboxamide